methyl 2-oxohexahydropyridine-4-carboxylate O=C1NCCC(C1)C(=O)OC